titanium butanol 1-(4-(2,6-dioxopiperidin-3-yl)-3,5-difluorophenyl)azetidin-3-yl-(2,3-dihydro-1H-inden-2-yl)carbamate O=C1NC(CCC1C1=C(C=C(C=C1F)N1CC(C1)N(C(=O)OCCCC)C1CC2=CC=CC=C2C1)F)=O.[Ti]